C=1OCC(N2C1C=CN=C2)=O pyrimido[6,1-c][1,4]oxazin-4-one